N1(CC=CCC1)C(=O)OC(C)(C)C tert-butyl 5,6-dihydropyridine-1(2H)-carboxylate